2-(4-aminopiperidin-1-yl)-9-isopropyl-N-(2-(1-methyl-1H-pyrazol-4-yl)benzyl)-9H-purin-6-amine NC1CCN(CC1)C1=NC(=C2N=CN(C2=N1)C(C)C)NCC1=C(C=CC=C1)C=1C=NN(C1)C